NC1=NC=CC(=N1)C=1C=C(C=CC1)CC(C(=O)OC)(C)C methyl 3-(3-(2-Aminopyrimidin-4-yl) phenyl)-2,2-dimethylpropionate